BrC1=CC(=NC(=C1)C=1N=CN(C1)C)OC 4-bromo-2-methoxy-6-(1-methyl-1H-imidazol-4-yl)pyridine